(5-amino-8-bromo-2-(1-phenylcyclopropyl)-[1,2,4]triazolo[1,5-c]pyrimidin-7-yl)benzonitrile NC1=NC(=C(C=2N1N=C(N2)C2(CC2)C2=CC=CC=C2)Br)C2=C(C#N)C=CC=C2